NC=1N(C(C=2C=C(C=NC2C1C#N)Br)=O)C1=C(C(=CC=C1C)OC)C 7-amino-3-bromo-6-(3-methoxy-2,6-dimethylphenyl)-5-oxo-5,6-dihydro-1,6-naphthyridine-8-carbonitrile